C(CC=CCCCCCCCC=C)#N 3,12-tridecadiennitrile